OC1CN(C1)C(=O)OC1CCC(CC1)C(N(C1=NC=CC(=C1)C=1C=NN(C1)C(C)C)CC12CCC(CC1)(CC2)C2=CC(=C(C=C2)OC)F)=O 4-(((4-(3-Fluoro-4-methoxyphenyl)bicyclo[2.2.2]octan-1-yl)methyl)(4-(1-isopropyl-1H-pyrazol-4-yl)pyridin-2-yl)carbamoyl)cyclohexyl trans-3-hydroxyazetidine-1-carboxylate